C(C)C1=CC2=C(C(C=3NC4=CC(=CC=C4C3C2=O)C#N)(C)C)C=C1N1CCC(CC1)N1CCN(CC1)CC=1C=C2CN(C(C2=CC1)=O)C1C(N(C(CC1)=O)C)=O 9-ethyl-6,6-dimethyl-8-(4-(4-((2-(1-methyl-2,6-dioxopiperidin-3-yl)-1-oxoisoindolin-5-yl)methyl)piperazin-1-yl)piperidin-1-yl)-11-oxo-6,11-dihydro-5H-benzo[b]carbazole-3-carbonitrile